ClC=1C=C(C=C(C1O)Cl)N1N=C(C(NC1=O)=O)C#N (3,5-dichloro-4-hydroxyphenyl)-3,5-dioxo-2,3,4,5-tetrahydro-1,2,4-triazine-6-carbonitrile